1,18-difluoro-9-octadecene FCCCCCCCCC=CCCCCCCCCF